tert-butyl (R)-(1-(2-(difluoromethyl)-3-fluoro-4-(4-((1-methyl-1H-pyrazol-3-yl)amino)-1,3,5-triazin-2-yl)phenyl)ethyl)carbamate FC(C1=C(C=CC(=C1F)C1=NC=NC(=N1)NC1=NN(C=C1)C)[C@@H](C)NC(OC(C)(C)C)=O)F